tert-butyl (cyclopropylmethyl)((3R)-1-(1-(1-(4-(6-(3-methoxyazetidin-1-yl)pyrazin-2-yl)-1H-1,2,3-triazol-1-yl)ethyl)-2-oxo-1,2-dihydropyridin-4-yl)piperidin-3-yl)carbamate C1(CC1)CN(C(OC(C)(C)C)=O)[C@H]1CN(CCC1)C1=CC(N(C=C1)C(C)N1N=NC(=C1)C1=NC(=CN=C1)N1CC(C1)OC)=O